(1S,3S)-3-((6-(5-((tert-butoxycarbonyl)amino)-1-methyl-1H-1,2,3-triazol-4-yl)-2-methylpyridin-3-yl)oxy)cyclohexane-1-carboxylic acid C(C)(C)(C)OC(=O)NC1=C(N=NN1C)C1=CC=C(C(=N1)C)O[C@@H]1C[C@H](CCC1)C(=O)O